((7-bromo-1-methyl-1H-imidazo[4,5-d]thieno[3,2-b]pyridin-2-yl)methyl)pyrrolidin-2-one BrC1=CC2=NC=C3C(=C2S1)N(C(=N3)CN3C(CCC3)=O)C